2-(4-chlorophenylamino)-4-(4-tert-butylaminopiperidin-1-yl)-5-methoxyquinoline Hydrochloride Salt Cl.ClC1=CC=C(C=C1)NC1=NC2=CC=CC(=C2C(=C1)N1CCC(CC1)NC(C)(C)C)OC